Indol-4-one N1=CC=C2C(C=CC=C12)=O